[Si](C)(C)(C(C)(C)C)OCCC1(CCN(CC1)C(=O)OC(C)(C)C)C(=O)OC 1-tert-butyl 4-methyl 4-(2-{[tert-butyl(dimethyl)silyl]oxy}ethyl)piperidine-1,4-dicarboxylate